CCCCCCCC(=O)N1CCCCCC1 hexamethyleneoctanamide